(R)-2-cyclopropyl-5-(4-(4-(difluoromethoxy)pyrazolo[1,5-a]pyridin-2-yl)-1,4,6,7-tetrahydro-5H-imidazo[4,5-c]pyridin-5-yl)-1,3,4-oxadiazole C1(CC1)C=1OC(=NN1)N1[C@H](C2=C(CC1)NC=N2)C2=NN1C(C(=CC=C1)OC(F)F)=C2